5-bromo-2,3-dihydro-1H-inden-1-ol BrC=1C=C2CCC(C2=CC1)O